COC1=CC=C(CC2N(C(C3=CC=CC=C23)=O)CC2=CC3=C(NC(O3)=O)C=C2)C=C1 6-((1-(4-methoxybenzyl)-3-oxoisoindolin-2-yl)methyl)benzo[d]oxazol-2(3H)-one